OC1=CC=C(C=C1)CN1CCC(CC1)CCNC(=O)N1[C@@H](CN(C[C@@H]1C)C=1C=NC(=NC1)C(F)(F)F)C (2R,6S)-N-(2-{1-[(4-hydroxyphenyl)methyl]piperidin-4-yl}ethyl)-2,6-dimethyl-4-[2-(trifluoromethyl)pyrimidin-5-yl]piperazine-1-carboxamide